tert-butyl (cyclobutylmethyl)((3R)-1-(2-oxo-1-(1-(4-(5-(2-oxopyrrolidin-1-yl)pyridin-3-yl)-1H-1,2,3-triazol-1-yl)ethyl)-1,2-dihydropyridin-4-yl)piperidin-3-yl)carbamate C1(CCC1)CN(C(OC(C)(C)C)=O)[C@H]1CN(CCC1)C1=CC(N(C=C1)C(C)N1N=NC(=C1)C=1C=NC=C(C1)N1C(CCC1)=O)=O